BrC1=NN(C=C1CC=1N=C2SC(=CN2C1)C)C 6-((3-bromo-1-methyl-1H-pyrazol-4-yl)methyl)-2-methylimidazo[2,1-b]thiazole